C1C(=O)N(N=N1)C(=O)N=S(=O)=O sulfonylamino-carbonyl-triazolinone